C1(CC1)CN(C1=CC=CC=C1)C1=CC=C(C=N1)C1CN(C1)C(=O)N1C[C@H](CC1)C(=O)N (3S)-1-[3-[6-[N-(cyclopropylmethyl)anilino]-3-pyridinyl]azetidine-1-carbonyl]pyrrolidine-3-carboxamide